(S)-3-((3-butyl-3-ethyl-5-(4-fluorophenyl)-7-(methylsulfanyl)-1,1-dioxo-2,3,4,5-tetrahydro-1,5-benzothiazepin-8-yl)oxy)propionic acid C(CCC)[C@@]1(CS(C2=C(N(C1)C1=CC=C(C=C1)F)C=C(C(=C2)OCCC(=O)O)SC)(=O)=O)CC